2-Methoxy-5-(3'-methyl-2'-oxo-2',3'-dihydrospiro[oxetane-3,1'-pyrrolo[2,3-c]quinolin]-8'-yl)pyridin COC1=NC=C(C=C1)C1=CC=2C3=C(C=NC2C=C1)N(C(C31COC1)=O)C